((6-(Dimethylamino) hexanoyl)oxy)methyl-2-((octanoyloxy) methyl)propane-1,3-diyl bis(2-hexyloctanoate) C(CCCCC)C(C(=O)OCC(C(COC(CCCCCN(C)C)=O)OC(C(CCCCCC)CCCCCC)=O)COC(CCCCCCC)=O)CCCCCC